4-amino-7-(1,1-difluoro-2-methylpropan-2-yl)-N-(4-(methoxymethyl)phenyl)-7H-pyrrolo[2,3-d]pyrimidine-5-carboxamide NC=1C2=C(N=CN1)N(C=C2C(=O)NC2=CC=C(C=C2)COC)C(C(F)F)(C)C